butyl N-[1-(4-aminophenyl)-4-piperidyl]-N-methyl-carbamate NC1=CC=C(C=C1)N1CCC(CC1)N(C(OCCCC)=O)C